CC1(C=C(CC1)C(C)OC(COC(CC)=O)=O)C.C(CC(O)(C(=O)O)CC(=O)O)(=O)O.P(=O)(O)(O)O hydrogenphosphate-citric acid 2-[1-(3,3-dimethyl-1-cyclopenten-1-yl)ethoxy]-2-oxoethyl-propionate